COC=1C=C(C=CC1)\C=C\C(=O)C1=C(C=CC=C1OC)O 3,6'-Dimethoxy-2'-hydroxychalcone